7-(chloromethyl)-4-(difluoromethyl)-3-methyl-1,5-naphthyridin-2(1H)-one ClCC1=CN=C2C(=C(C(NC2=C1)=O)C)C(F)F